ClC=1C=C(C=CC1)N1C(=NC2=C1C=CC=C2OC)C2=CC=CC=C2 1-(3-chlorophenyl)-4-methoxy-2-phenyl-1H-benzimidazole